N-[[6-[(3-chlorophenyl)methyl-methyl-amino]-2-pyridyl]sulfonyl]-2-(2,2,4-trimethylpyrrolidin-1-yl)pyridine-3-carboxamide ClC=1C=C(C=CC1)CN(C1=CC=CC(=N1)S(=O)(=O)NC(=O)C=1C(=NC=CC1)N1C(CC(C1)C)(C)C)C